C(CCC)[Si](C1=CC=C(C=C1)P(N(P(C1=CC=C(C=C1)[Si](CCCC)(CCCC)CCCC)C1=C(C=CC=C1)OC)C)C1=CC=C(C=C1)[Si](CCCC)(CCCC)CCCC)(CCCC)CCCC N-(bis(4-(tributylsilyl)phenyl)phosphaneyl)-1-(2-methoxyphenyl)-N-methyl-1-(4-(tributylsilyl)phenyl)phosphanamine